3-((3-fluoro-4-(3-(trifluoromethyl)phenoxy)benzyl)oxy)-7,8-dihydro-1H,6H,9H-6,8a-ethanopyrrolo[1',2':3,4]imidazo[1,2-c]pyrimidin-1-one FC=1C=C(COC=2C=C3N(C(N2)=O)CC24N3C(CC2)CC4)C=CC1OC1=CC(=CC=C1)C(F)(F)F